FC1=C(C=C2C(=C(N(C2=C1)C1=CC(=C(C=C1)F)C)C(C)C)C#N)O 6-fluoro-1-(4-fluoro-3-methyl-phenyl)-5-hydroxy-2-isopropyl-indole-3-carbonitrile